5-(3,5-dimethyl-isoxazol-4-yl)pyridin-2-amine CC1=NOC(=C1C=1C=CC(=NC1)N)C